ClC=1C=C(C(=NC1)C(=NO)N)S(=O)CC 5-chloro-3-ethylsulfinyl-N'-hydroxy-pyridine-2-carboxamidine